(E)-4-methyl-2-styryl-oxacyclohexane CC1CC(OCC1)\C=C\C1=CC=CC=C1